CC=1C(=NC(=CC1)O)C(=O)N(C)C1=CC=C(C=C1)F 3-methyl-N-(4-fluorophenyl)-6-hydroxy-N-methylpyridine-2-carboxamide